2-[2-(3-methoxyphenyl)[1,2,4]triazolo[1,5-c]quinazolin-5-yl]-N-prop-2-yl-D-alaninamide COC=1C=C(C=CC1)C1=NN2C(=NC=3C=CC=CC3C2=N1)[C@@](N)(C)C(=O)NC(C)C